1-((benzyloxy)methyl)-1H-pyrrole-2,5-dione C(C1=CC=CC=C1)OCN1C(C=CC1=O)=O